OC1(CCN(CC1)C=1C=CC2=C(SC(=C2)C(=O)O)C1)C 6-(4-hydroxy-4-methylpiperidin-1-yl)benzo[b]thiophene-2-carboxylic acid